FC(C1=C(C=C2CCCN(C2=C1)C=1C=CSC1)C=1C=NN(C1)C)F 4-[7-difluoromethyl-6-(1-methyl-1H-pyrazol-4-yl)-3,4-dihydro-2H-quinolin-1-yl]-thiophene